BrCC[C@@H](OC1=CC(=CC=C1)OC(F)(F)F)CBr 1-[(1R)-3-bromo-1-(bromomethyl)propoxy]-3-(trifluoromethoxy)benzene